2-(2-pentenyl)-4-tridecene-1,13-dioic acid C(C=CCC)C(C(=O)O)CC=CCCCCCCCC(=O)O